CC1=CC=C(C=C1)S(=O)(=O)NCCNS(=O)(=O)C1=CC=C(C=C1)C N-[2-p-toluenesulfonamidoethyl]-4-methylbenzenesulfonamide